4-(4-methylphenyl)-N-{2-[(propan-2-yl)oxy]-6-[1-(propan-2-yl)piperidin-4-yl]phenyl}piperidine-1-carboxamide CC1=CC=C(C=C1)C1CCN(CC1)C(=O)NC1=C(C=CC=C1C1CCN(CC1)C(C)C)OC(C)C